((4-fluorophenyl)imino)(methyl)((6-(5-(trifluoromethyl)-1,2,4-oxadiazol-3-yl)imidazo[1,2-a]pyridin-2-yl)methyl)-λ6-sulfanone FC1=CC=C(C=C1)N=S(=O)(CC=1N=C2N(C=C(C=C2)C2=NOC(=N2)C(F)(F)F)C1)C